FC(=CC1=C(C=C(C=C1F)F)C1OCCO1)F (2-(2,2-difluorovinyl)-3,5-difluorophenyl)-1,3-dioxolane